COC1=C(C(=O)O)C(=CC(=N1)C1=CC=CC=C1)OC 2,4-dimethoxy-6-phenylnicotinic acid